ClC=1C=C(C=CC1)C/C=C/Br (E)-3-(3-chlorophenyl)-propenyl bromide